(R)-3-(3-(cyanomethoxy)phenyl)-1-isopropyl-N-(3-methyl-1,1-dioxidothietan-3-yl)-4,5,6,7-tetrahydro-1H-indazole-6-carboxamide C(#N)COC=1C=C(C=CC1)C1=NN(C=2C[C@@H](CCC12)C(=O)NC1(CS(C1)(=O)=O)C)C(C)C